(R)-3-amino-2-(((benzyloxy)carbonyl)amino)propionic acid butyl ester C(CCC)OC([C@@H](CN)NC(=O)OCC1=CC=CC=C1)=O